dimethyl-anthracene CC=1C2=CC=CC=C2C(=C2C=CC=CC12)C